tert-butyl (((2S,3R)-4-bromo-5-chloro-6-fluoro-3-(methoxymethyl)-2-phenyl-2,3-dihydrobenzofuran-2-yl)methyl)(methyl)carbamate BrC1=C(C(=CC2=C1[C@@H]([C@](O2)(C2=CC=CC=C2)CN(C(OC(C)(C)C)=O)C)COC)F)Cl